tert-butyl ((6-cyclopropyl-8-(4-methylpiperazin-1-yl)imidazo[1,2-a]pyridin-2-yl)methyl)carbamate C1(CC1)C=1C=C(C=2N(C1)C=C(N2)CNC(OC(C)(C)C)=O)N2CCN(CC2)C